2-(2-chloro-4-fluorophenyl)-N-{[(4R)-4-cyclopropyl-2,5-dioxoimidazolidin-4-yl]methyl}-2H-1,2,3-triazole-4-carboxamide ClC1=C(C=CC(=C1)F)N1N=CC(=N1)C(=O)NC[C@]1(NC(NC1=O)=O)C1CC1